5-(8-fluoroimidazo[1,2-a]pyridin-6-yl)-N-methyl-7H-pyrrolo[2,3-d]pyrimidin-2-amine FC=1C=2N(C=C(C1)C1=CNC=3N=C(N=CC31)NC)C=CN2